2-[4-(chloromethyl)phenyl]-5-(difluoromethyl)pyridine ClCC1=CC=C(C=C1)C1=NC=C(C=C1)C(F)F